C1(=CC=CC=C1)C1(CC1)NC(=O)C=1C=2C[C@H]3[C@@H](C2N(N1)C1=NC=C(C=C1)Cl)C3 (1aS,5aS)-2-(5-Chloro-pyridin-2-yl)-1a,2,5,5a-tetrahydro-1H-2,3-diaza-cyclopropa[a]pentalene-4-carboxylic acid (1-phenylcyclopropyl)-amide